NC1(CCCCC1)C(=O)O trans-aminocyclohexyl-carboxylic acid